NC1=CC(=CN=N1)N1C=C(C(C2=CC(=C(C=C12)N1[C@H](CCC1)COC1=NC(=CC=C1Cl)OC)F)=O)C(=O)O (R)-1-(6-aminopyridazin-4-yl)-7-(2-(((3-chloro-6-methoxypyridin-2-yl)oxy)methyl)pyrrolidin-1-yl)-6-fluoro-4-oxo-1,4-dihydroquinoline-3-carboxylic acid